C(C1=CC=CC=C1)O[C@@H]1[C@H](N(C[C@@H]([C@H]1OCC1=CC=CC=C1)OCC1=CC=CC=C1)C[C@@H]1CN(CC1)C1=CC=CC=C1)C (2R,3R,4R,5S)-3,4,5-tris(benzyloxy)-2-methyl-1-(((R)-1-phenylpyrrolidin-3-yl)methyl)piperidine